[(5-Amino-1,3,4-oxadiazol-2-yl)methyl]-2-[2-chloro-5-(2-hydroxyethyl)phenyl]sulfanyl-N-[(4-cyano-2-fluoro-phenyl)methyl]acetamide NC1=NN=C(O1)CC(C(=O)NCC1=C(C=C(C=C1)C#N)F)SC1=C(C=CC(=C1)CCO)Cl